6-isopropyl-1H-indole C(C)(C)C1=CC=C2C=CNC2=C1